Triazole-3-thiol C1=CN(N=N1)S